(E)-4-bromo-2-((1-hydroxy-2-methylpropyl-imino)meth-yl)phenyl isobutyrate C(C(C)C)(=O)OC1=C(C=C(C=C1)Br)/C=N/C(C(C)C)O